[I-].C(C(=C)C)(=O)OCC[N+](C)(C)C 2-(methacryloyloxy)ethyltrimethyl-ammonium iodide